tert-butyl 2-[[(methylsulfanyl) methylsulfanyl] oxy]-7-azabicyclo[2.2.1]heptane-7-carboxylate CSCSOC1C2CCC(C1)N2C(=O)OC(C)(C)C